(2S)-N-ethyl-2-[2-methyl-4-(1-tetrahydropyran-2-yl-3-vinyl-pyrazolo[3,4-c]pyridin-5-yl)pyrazol-3-yl]oxy-propan-1-amine C(C)NC[C@H](C)OC=1N(N=CC1C=1C=C2C(=CN1)N(N=C2C=C)C2OCCCC2)C